Cl.COC1=CC2=C(CC(NCC2)=O)C=C1OC 1,3,4,5-tetrahydro-7,8-dimethoxy-2H-3-benzoazepin-2-one hydrochloride